O1[C@H](COC2=NC=CC=C21)CN2N=C1C3=C(CCC1=C2)OC(=C3C)C(=O)NCC3=NOC=C3 2-[(2S)-2,3-dihydro[1,4]dioxino[2,3-b]pyridin-2-ylmethyl]-8-methyl-N-(1,2-oxazol-3-ylmethyl)-4,5-dihydro-2H-furo[2,3-g]indazole-7-carboxamide